4-cyano-4'-octylbiphenyl C(#N)C1=CC=C(C=C1)C1=CC=C(C=C1)CCCCCCCC